CC1=CC=C(C=C1)[B-](C1=CC=C(C=C1)C)(C1=CC=C(C=C1)C)C1=CC=C(C=C1)C.C(C)(C)[NH+](C(C)C)C(C)C triisopropylammonium tetrakis(4-methylphenyl)borate